BrC1=CC=CC=C1Br 4,5-dibromobenzene